N-((4,6-dimethyl-2-oxo-1,2-dihydropyridin-3-yl)methyl)-5-(ethyl(tetrahydro-2H-pyran-4-yl)amino)-4-methyl-4'-(morpholinomethyl)-[1,1'-biphenyl]-3-carboxamide CC1=C(C(NC(=C1)C)=O)CNC(=O)C=1C=C(C=C(C1C)N(C1CCOCC1)CC)C1=CC=C(C=C1)CN1CCOCC1